C(C)(C)(C)OC(=O)N1[C@H](CC(C1)C/C(=N/O)/N)C (2S)-4-((Z)-2-amino-2-(hydroxyimino)ethyl)-2-methylpyrrolidine-1-carboxylic acid tert-butyl ester